C(C(=C)C)(=O)OCCOC1=CC=C(C=C1)SC1=CC=C(C=C1)C(C(C)=NOC(C)=O)=O 2-[4-[[4-[2-[(acetoxy)imino]-1-oxopropyl]phenyl]thio]phenoxy]ethyl methacrylate